FC=1C(=CC=2C3=C(NC(C2C1)=O)COCC3N(C(=O)C=3C=C(C=CC3)C3=CC=C(C=C3)F)C)F N-(8,9-difluoro-6-oxo-1,4,5,6-tetrahydro-2H-pyrano[3,4-c]isoquinolin-1-yl)-4'-fluoro-N-methyl-[1,1'-biphenyl]-3-carboxamide